ammonium (butene) C=CCC.[NH4+]